7-Bromo-6-fluoro-5-nitro-2,3-dihydrobenzofuran BrC1=C(C(=CC=2CCOC21)[N+](=O)[O-])F